ClC=1C=C(C=CC1)C1=NOC(=N1)[C@H](C)N (1S)-1-[3-(3-chlorophenyl)-1,2,4-oxadiazol-5-yl]ethanamine